C(C)(=O)N[C@H]1C[C@H](CCC1)C(=O)NC=1N=CC2=CC(=NC(=C2C1)NC1CC1)C#N (1S,3R)-3-acetamido-N-(7-cyano-5-(cyclopropylamino)-2,6-naphthyridin-3-yl)cyclohexane-1-carboxamide